3-(N,N-dilinoleylamino)-1,2-propanediol C(CCCCCCC\C=C/C\C=C/CCCCC)N(CCCCCCCC\C=C/C\C=C/CCCCC)CC(CO)O